5-[(1R)-1-(3,5-dichloro-2-methyl-4-pyridyl)ethoxy]-3-[5-fluoro-6-(2-methylsulfonyl-2,6-diazaspiro[3.3]heptan-6-yl)-3-pyridyl]-6-methyl-1H-indazole ClC=1C(=NC=C(C1[C@@H](C)OC=1C=C2C(=NNC2=CC1C)C=1C=NC(=C(C1)F)N1CC2(CN(C2)S(=O)(=O)C)C1)Cl)C